(3S)-1-(5-((1-(2,2-difluoroethyl)-1H-pyrazol-4-yl)ethynyl)-2-((6-(2-fluoro-6-methoxyphenyl)-5-nitropyridin-2-yl)amino)pyridin-4-yl)piperidin-3-ol FC(CN1N=CC(=C1)C#CC=1C(=CC(=NC1)NC1=NC(=C(C=C1)[N+](=O)[O-])C1=C(C=CC=C1OC)F)N1C[C@H](CCC1)O)F